(R)-N,2-Dimethyl-N-(2-((4aS,5aR)-5a-methyl-1,4,4a,5,5a,6-hexahydrocyclopropa[f]indazol-3-yl)-1H-imidazo[4,5-b]pyridin-6-yl)butanamide CN(C([C@@H](CC)C)=O)C=1C=C2C(=NC1)N=C(N2)C2=NNC=1C[C@@]3([C@H](CC21)C3)C